N[C@H](C)C=1N=C2N(C=C(C=C2N2C(N(C(C2)=O)C)=O)C2(CC2)F)C1 (R)-1-(2-(1-aminoethyl)-6-(1-fluorocyclopropyl)imidazo[1,2-a]pyridin-8-yl)-3-methylimidazolidine-2,4-dione